C(C)OC(=O)C=1N=C(SC1N[C@H]1C(NCC1)=O)C(F)(F)F (R)-5-((2-oxopyrrolidin-3-yl)amino)-2-(trifluoromethyl)thiazole-4-carboxylic acid ethyl ester